(4-(3-Fluoro-2-(trifluoromethyl)phenyl)piperidin-1-yl)(5-(3,3,3-trifluoropropyl)-4,5,6,7-tetrahydro-1H-pyrazolo[4,3-c]pyridin-3-yl)methanone FC=1C(=C(C=CC1)C1CCN(CC1)C(=O)C1=NNC2=C1CN(CC2)CCC(F)(F)F)C(F)(F)F